4,4'-isopropylidenebis[(3-mercaptopropoxy)benzene] C(C)(C)(C1=CC=C(C=C1)OCCCS)C1=CC=C(C=C1)OCCCS